ClC=1C=CC(=NC1C)OC=1C=CC=C2CC(COC12)NC(C=C)=O N-[8-{(5-chloro-6-methylpyridin-2-yl)oxy}chroman-3-yl]acrylamide